C12C(CC(CC1)C2)CN(C(COC2=CC=CC=C2)=O)C2=NNC=C2 N-(bicyclo[2.2.1]heptan-2-ylmethyl)-2-phenoxy-N-(1H-pyrazol-3-yl)acetamide